CC1=NC=C(C(=N1)C)C=1N=NN(C1)C1=CC(=C(C(=C1)F)C1=C(C=CC=C1)F)F 2,4-dimethyl-5-(1-(2,2',6-trifluoro-[1,1'-biphenyl]-4-yl)-1H-1,2,3-triazol-4-yl)pyrimidine